BrC=1C=C(C=CC1)S(=O)(=NC)C (3-bromophenyl)(methyl)(methylimino)-λ6-sulfanone